styrylethyl-phosphinic acid C(=CC1=CC=CC=C1)CCP(O)=O